2,2'-bis(trifluoromethoxy)-biphenyldiamine FC(OC1(C(=CC=CC1N)C1=C(C=CC=C1)OC(F)(F)F)N)(F)F